COC1=C(C(CN)O)C=C(C(=C1)C)OC 2,5-dimethoxy-β-hydroxy-4-methyl-phenethylamine